1-[(2R,6S)-4-benzyl-6-[[bis(4-methoxyphenyl)-phenyl-methoxy]methyl]-6-(triisopropyl-silyloxymethyl)morpholin-2-yl]-5-methyl-pyrimidine-2,4-dione C(C1=CC=CC=C1)N1C[C@@H](O[C@](C1)(CO[Si](C(C)C)(C(C)C)C(C)C)COC(C1=CC=CC=C1)(C1=CC=C(C=C1)OC)C1=CC=C(C=C1)OC)N1C(NC(C(=C1)C)=O)=O